acetic acid tert-butyl ester formate salt C(=O)O.C(C)(C)(C)OC(C)=O